O1C(C=CC=C1)=O pyran-2-one